2-bromo-1-(3,4-dihydro-2H-chromen-2-yl)ethanone BrCC(=O)C1OC2=CC=CC=C2CC1